(2S,2'S)-3,3'-[(2-Oxoimidazolidine-1,3-diyl)di(pyridine-2,4-diyl)]bis{2-[(3R)-pyrrolidin-3-yl]propanoic acid} dihydrochloride Cl.Cl.O=C1N(CCN1C1=NC=CC(=C1)C[C@H](C(=O)O)[C@@H]1CNCC1)C1=NC=CC(=C1)C[C@H](C(=O)O)[C@@H]1CNCC1